C(C)N1C=C(C(C2=CC=C3C(=C12)CC(C3)C=O)=O)C(=O)OCC ethyl 1-ethyl-8-formyl-4-oxo-8,9-dihydro-7H-cyclopenta[h]quinoline-3-carboxylate